C(C)(=O)O[C@H]1[C@@H](OC[C@H]1OC(C)=O)N1C2=NC(=NC(=C2N=C1C=1OC=CC1)Cl)C#CCCCC (2R,3R,4R)-2-(6-Chloro-8-(furan-2-yl)-2-(hex-1-yn-1-yl)-9H-purin-9-yl)tetrahydrofuran-3,4-diyl diacetate